CC(C)=NNC(=O)C1=CC=CC2=CC=CC=C12 N'-(prop-2-ylidene)-1-naphthaloyl-hydrazine